NC=1C(=C(C2=C(N(C(=N2)C)CC(F)(F)F)C1)Br)C(=O)C1=C(C=CC(=C1)F)Cl [6-amino-4-bromo-2-methyl-1-(2,2,2-trifluoroethyl)benzo[d]imidazol-5-yl](2-chloro-5-fluorophenyl)methanone